C(CCC)C1N(CCCC1C=NO)C(=O)OC[C@@H]1[C@H]([C@H]([C@@](O1)(N1C=NC=2C(O)=NC=NC12)C(=O)[O-])O)O.[K+] potassium inosinate butyl-3-((hydroxyimino)methyl)piperidine-1-carboxylate